C(C)(C)(C)C1=CC=C(C=C1)C(C(=O)NCC=1SC=C2C1C(N(C2=O)C2C(NC(CC2)=O)=O)=O)=O 2-(4-(tert-butyl)phenyl)-N-((5-(2,6-dioxopiperidin-3-yl)-4,6-dioxo-5,6-dihydro-4H-thieno[3,4-c]pyrrol-1-yl)methyl)-2-oxoacetamide